8-[(1R)-1-[(6-Chloro-2-methyl-3-pyridyl)amino]ethyl]-3,6-dimethyl-2-(1-methylindazol-5-yl)chromen-4-one ClC1=CC=C(C(=N1)C)N[C@H](C)C=1C=C(C=C2C(C(=C(OC12)C=1C=C2C=NN(C2=CC1)C)C)=O)C